CC(C(=O)C1=CC=C(C=C1)SC)(C)N1CCOCC1 2-methyl-1-[4-(methylmercapto)phenyl]-2-morpholinyl-1-propanone